6-(2-hydroxy-2-methylpropoxy)-4-(6-(4-hydroxy-4-(3-methylbenzyl)piperidin-1-yl)pyridin-3-yl)pyrazolo[1,5-a]pyridine OC(COC=1C=C(C=2N(C1)N=CC2)C=2C=NC(=CC2)N2CCC(CC2)(CC2=CC(=CC=C2)C)O)(C)C